N1(CCC1)C1=NC(=CC(=C1)Cl)C 2-(azetidin-1-yl)-4-chloro-6-methyl-pyridine